1,4-diisocyanatomethyl-1,4-diisocyanatocyclohexane N(=C=O)CC1(CCC(CC1)(N=C=O)CN=C=O)N=C=O